COC1=CC(=C(C=C1NC1=NC=NC(=C1)N1OCC[C@@H]1C1=CC=CC=C1)NC(C=C)=O)N1CCN(CC1)C N-(4-methoxy-2-(4-methylpiperazine-1-yl)-5-((6-((R)-3-phenylisoxazolidine-2-yl)pyrimidine-4-yl)amino)phenyl)acrylamide